C(CCCC)OC(C/C=C/CCO)OCCCCC (3E)-6,6-dipentyloxy-3-hexen-1-ol